C(#N)C1=CC(=C(C=C1)C1C(=C(NC=2C(=CNC(C12)=O)C)C)C(=O)OCC(F)(F)F)OC trifluoroethyl 4-(4-cyano-2-methoxy-phenyl)-2,8-dimethyl-5-oxo-1,4,5,6-tetrahydro-[1,6]naphthyridine-3-carboxylate